(S)-2-amino-5-(4-(2-(3,5-difluorophenyl)-2-hydroxyacetamido)-3-fluoro-2-methylphenyl)-N-ethylnicotinamide NC1=C(C(=O)NCC)C=C(C=N1)C1=C(C(=C(C=C1)NC([C@@H](O)C1=CC(=CC(=C1)F)F)=O)F)C